ethyl 2-([1-[(2-chlorophenyl) methyl]-5-(3-methoxyphenyl)-1H-pyrazol-3-yl] methoxy)-2-methylbutyrate ClC1=C(C=CC=C1)CN1N=C(C=C1C1=CC(=CC=C1)OC)COC(C(=O)OCC)(CC)C